bis(2-methyl-1-naphthoyl)-2,5-Dimethylphenylphosphine oxide CC1=C(C2=CC=CC=C2C=C1)C(=O)P(C1=C(C=CC(=C1)C)C)(C(=O)C1=C(C=CC2=CC=CC=C12)C)=O